N-(7-fluoro-1-(4-(trifluoromethyl)benzyl)indolin-5-yl)cyclohexanesulfonamide FC=1C=C(C=C2CCN(C12)CC1=CC=C(C=C1)C(F)(F)F)NS(=O)(=O)C1CCCCC1